7-(6-amino-3-chloro-2-pyridinyl)-6-fluoro-1-(2-methyl-6-(2-propanyl)phenyl)-4-((2S)-2-methyl-4-(2-propenoyl)-1-piperazinyl)pyrido[2,3-d]pyrimidin-2(1H)-one NC1=CC=C(C(=N1)C=1C(=CC2=C(N(C(N=C2N2[C@H](CN(CC2)C(C=C)=O)C)=O)C2=C(C=CC=C2C(C)C)C)N1)F)Cl